ClC=1C(=C(C(=CC1N1CC(CC1)(C)CN(C)C)F)S(=O)(=O)NC1=NC(=CC=C1)F)F 3-chloro-4-(3-((dimethylamino)methyl)-3-methylpyrrolidin-1-yl)-2,6-difluoro-N-(6-fluoropyridin-2-yl)benzenesulfonamide